C12(CC(C1)C2)NC(=O)C2=CC=1C(=C3C4(NC(NC3=C(C1)Cl)=O)CCCCC4)O2 N-{bicyclo[1.1.1]pentan-1-yl}-5'-chloro-7'-oxo-7',8'-dihydro-6'H-spiro[cyclohexane-1,9'-furo[2,3-f]quinazoline]-2'-carboxamide